N(=[N+]=[N-])[C@H]1CC[C@@]2(C3CC[C@@]4(C(=CCC4C3CC=C2C1)N1C=NC(=C1)C(=O)NC)C)C 1-((3S,10R,13S)-3-azido-10,13-dimethyl-2,3,4,7,8,9,10,11,12,13,14,15-dodecahydro-1H-cyclopenta[a]phenanthren-17-yl)-N-methyl-1H-imidazole-4-carboxamide